COCCOC1=C(C=C2C=CN(C2=C1)C(=O)NC)OC1=CC(=NC=C1)NC(C)(CC(C)(C)C)C 6-(2-methoxyethoxy)-N-methyl-5-({2-[(2,4,4-trimethylpentan-2-yl)amino]pyridin-4-yl}oxy)-1H-indole-1-carboxamide